C(C)NC1=NC=C(N=C1N)SC=1C(=NC=CC1)C(F)(F)F N2-Ethyl-5-[2-(trifluoromethyl)pyridin-3-yl]sulfanyl-pyrazine-2,3-diamine